3-(triethoxysilyl)propyldimethyloctadecyl-ammonium chloride [Cl-].C(C)O[Si](CCC[N+](CCCCCCCCCCCCCCCCCC)(C)C)(OCC)OCC